FCCCF 1,3-difluoropropane